methyl 2-(3-thienyl)acetate S1C=C(C=C1)CC(=O)OC